4-bromobut-2-enoic acid BrCC=CC(=O)O